6-chloro-3-((1-(2-cyclopropyl-3-(4,4-difluoropiperidin-1-yl)-7-methylquinoxalin-5-yl)ethyl)amino)picolinic acid ClC1=CC=C(C(=N1)C(=O)O)NC(C)C1=C2N=C(C(=NC2=CC(=C1)C)C1CC1)N1CCC(CC1)(F)F